1-(4-fluorophenyl)-5-hydroxy-3-methyl-1H-pyrazole-4-carbaldehyde FC1=CC=C(C=C1)N1N=C(C(=C1O)C=O)C